C(#N)[C@H]1N(CSC1)C(CNC(=O)C1=CC=NC2=CC=C(C=C12)N1C2(CCC2)COCC1)=O (R)-N-(2-(4-Cyanothiazolidin-3-yl)-2-oxoethyl)-6-(8-oxa-5-azaspiro[3.5]nonan-5-yl)quinoline-4-carboxamide